[F-].[O-2].[Al+3] aluminum oxide, fluoride salt